L-7-(diethylamino)coumarin-3-nitrile C(C)N(C1=CC=C2C=C(C(OC2=C1)=O)C#N)CC